ClC1=NC=2N(C(=C1)N1CCOCC1)N=C(C2)C2=CC=[N+](C=C2)[O-] 4-(5-chloro-7-morpholinopyrazolo[1,5-a]pyrimidin-2-yl)pyridine 1-oxide